ethyl-2-phenylimidazole C(C)C=1N=C(NC1)C1=CC=CC=C1